6-methyl-1,1-dioxo-1,2-benzothiazol-3-one CC1=CC2=C(C(NS2(=O)=O)=O)C=C1